CN1CCC(CC1)(C)NC=1C(=CN(C(C1)=O)C1CCOCC1)C(=O)N[C@H](C)C1=C(C(=CC=C1)C(F)(F)F)C (R)-4-((1,4-dimethylpiperidin-4-yl)amino)-N-(1-(2-methyl-3-(trifluoromethyl)phenyl)ethyl)-6-oxo-1-(tetrahydro-2H-pyran-4-yl)-1,6-dihydropyridine-3-carboxamide